BrCCCCCCCCC(=O)OC\C=C/CCCCCC (Z)-non-2-enyl 9-bromononanoate